CN1C=C(C[C@H](N)C(=O)OC2=C(C=CC=C2)N=NC=2C(=NC(=CC2)N)N)C2=CC=CC=C12 2-((2,6-diaminopyridin-3-yl)diazenyl)phenyl 1-methyl-L-tryptophanate